BrCCCOC1=C(OC2=CC(=CC=C2C1=O)OC)C1=CC=C(C=C1)OC 3-(3-bromopropoxy)-7-methoxy-2-(4-methoxyphenyl)-4H-chromen-4-one